CN(\C=C/C(=O)C1=NC=2N(C(=C1)N1CCOCC1)N=C(C2)C2=CC=NC=C2)C (Z)-3-(dimethylamino)-1-(7-morpholino-2-(pyridin-4-yl)pyrazolo[1,5-a]pyrimidin-5-yl)prop-2-en-1-one